tert-butyl 3-hydroxy-3-[7-(2-methoxy-4,6-dimethyl-phenyl)-1,8-naphthyridin-2-yl]piperidine-1-carboxylate OC1(CN(CCC1)C(=O)OC(C)(C)C)C1=NC2=NC(=CC=C2C=C1)C1=C(C=C(C=C1C)C)OC